FC1=C2C=C(NC2=CC=C1)C(=O)N(C)[C@H]1COCC=2NC(C=3C=C(C=CC3C21)F)=O (R)-4-fluoro-N-(8-fluoro-6-oxo-1,4,5,6-tetrahydro-2H-pyrano[3,4-c]isoquinolin-1-yl)-N-methyl-1H-indole-2-carboxamide